CC1(OC(C(C(O1)=O)C(=O)[C@H]1N(CCC1)C(=O)OC(C)(C)C)=O)C tert-butyl (S)-2-(2,2-dimethyl-4,6-dioxo-1,3-dioxane-5-carbonyl)pyrrolidine-1-carboxylate